N-(bis(3-(tributylsilyl)phenyl)phosphaneyl)-N-butyl-1-(o-tolyl)-1-(3-(tributylsilyl)phenyl)phosphanamine C(CCC)[Si](C=1C=C(C=CC1)P(N(P(C1=CC(=CC=C1)[Si](CCCC)(CCCC)CCCC)C1=C(C=CC=C1)C)CCCC)C1=CC(=CC=C1)[Si](CCCC)(CCCC)CCCC)(CCCC)CCCC